4-(2-bromo-4-(methoxycarbonyl)-3-methylphenyl)piperazine-1-carboxylic acid tert-butyl ester C(C)(C)(C)OC(=O)N1CCN(CC1)C1=C(C(=C(C=C1)C(=O)OC)C)Br